O[C@@H]1CCN(CCC1)C1=C(C=C(C=C1)C(F)(F)F)NC(=O)C1=NC=CC=C1 (S)-N-(2-(4-hydroxyazepan-1-yl)-5-(trifluoromethyl)-phenyl)pyridinecarboxamide